FC=1C=C(C=CC1)[C@H](CNC(CC1CCC(CC1)NC(C1=CC=CC=C1)=O)(C)C)O N-((1R,4r)-4-(2-(((R)-2-(3-Fluorophenyl)-2-hydroxyethyl)amino)-2-methylpropyl)cyclohexyl)benzamide